Benzyl 4-(2,6-difluorobenzoylamino)-4-methylpiperidine-1-carboxylate FC1=C(C(=O)NC2(CCN(CC2)C(=O)OCC2=CC=CC=C2)C)C(=CC=C1)F